FC(C=1C=2N(C=CC1)N=C(C2)[C@H]2N(CCC1=C2N=CN1)C=1OC(=NN1)C1=NC=CC=C1C)F (S)-2-(4-(4-(difluoromethyl)pyrazolo[1,5-a]pyridin-2-yl)-1,4,6,7-tetrahydro-5H-imidazo[4,5-c]pyridin-5-yl)-5-(3-methylpyridin-2-yl)-1,3,4-oxadiazole